6,6'-(6-(4-Methoxyphenyl)-1,3,5-triazine-2,4-diyl)bis(3-((2-ethylhexyl)-oxy)cyclohex-2-en-1-one) COC1=CC=C(C=C1)C1=NC(=NC(=N1)C1CCC(=CC1=O)OCC(CCCC)CC)C1CCC(=CC1=O)OCC(CCCC)CC